C(C)ON=CC=NNC1=CC(=CC=C1)F 2-(2-(3-fluorophenyl)hydrazono)acetaldehyde O-ethyl oxime